(S)-6-fluoro-3-(4-((6-oxo-5-(trifluoromethyl)-1,6-dihydropyridazin-4-yl)amino)pentyl)-7-(5-(trifluoromethyl)pyrimidin-2-yl)quinazolin-4(3H)-one FC=1C=C2C(N(C=NC2=CC1C1=NC=C(C=N1)C(F)(F)F)CCC[C@H](C)NC=1C=NNC(C1C(F)(F)F)=O)=O